N-(3-{7-[(methylcarbamoyl)methyl]-7H-pyrrolo[2,3-d]pyrimidin-2-yl}phenyl)prop-2-enamide CNC(=O)CN1C=CC2=C1N=C(N=C2)C=2C=C(C=CC2)NC(C=C)=O